tert-butyl ((2-(3,6-dihydro-2H-pyran-4-yl)-3-methyl-1H-indol-5-yl)methyl)carbamate O1CCC(=CC1)C=1NC2=CC=C(C=C2C1C)CNC(OC(C)(C)C)=O